CN1N=CC(=C1)C=1C=C2C=3CCCC(C3NC2=CC1)N[C@H](C)C1=CC=CC=C1 6-(1-methyl-1H-pyrazol-4-yl)-N-((R)-1-phenylethyl)-2,3,4,9-tetrahydro-1H-carbazole-1-amine